C(C)OC=1C=C(C=CC1C1=NN=NN1)C1=CC(=NC=N1)NCCN1C(=CC2=C(C=CC(=C12)F)OC)C {6-[3-Ethoxy-4-(1H-tetrazol-5-yl)-phenyl]-pyrimidin-4-yl}-[2-(7-fluoro-4-methoxy-2-methyl-indol-1-yl)-ethyl]-amine